[Li].C(C(C)C)(=O)SCCNC(CCNC([C@@H](C(COP(OP(OC[C@@H]1[C@H]([C@H]([C@@H](O1)N1C=NC=2C(N)=NC=NC12)O)OP(=O)(O)O)(=O)O)(=O)O)(C)C)O)=O)=O isobutyryl-CoA lithium salt